2-[5-(7-Methyl-1,7-diazaspiro[3.5]nonan-1-yl)[1,3]thiazolo[5,4-d][1,3]thiazol-2-yl]-5-(1H-pyrazol-4-yl)pyridin-3-ol Hydrochlorid Cl.CN1CCC2(CCN2C=2SC3=C(N2)SC(=N3)C3=NC=C(C=C3O)C=3C=NNC3)CC1